ClC=1C(=NC(=NC1)NC1CCOCC1)C1=CC=C2CN(C(C2=C1)=O)[C@@H](C(=O)N[C@H](C)C1=CC(=CC=C1)C(F)F)CO (2R)-2-(6-{5-chloro-2-[(oxan-4-yl)amino]pyrimidin-4-yl}-1-oxo-2,3-dihydro-1H-isoindol-2-yl)-N-[(1R)-1-[3-(difluoromethyl)-phenyl]ethyl]-3-hydroxypropanamide